6-cyano-4-[2-(difluoromethoxy)-6-fluorophenyl]pyridine-3-carboxylic acid C(#N)C1=CC(=C(C=N1)C(=O)O)C1=C(C=CC=C1F)OC(F)F